N-Hydroxy-2-(2-(2-(6-(methylamino)pyridin-3-yl)-4-morpholinothieno[3,2-d]pyrimidin-6-yl)propan-2-ylamino)pyrimidine-5-carboxamide ONC(=O)C=1C=NC(=NC1)NC(C)(C)C1=CC=2N=C(N=C(C2S1)N1CCOCC1)C=1C=NC(=CC1)NC